FC1(C=2N(CCC1)N=C(C2)NC=2N(C=1C(=NC=C(C1C#N)OC=1C=C3C(=NC1)NN=C3OC)N2)C)F 2-((4,4-difluoro-4,5,6,7-tetrahydropyrazolo[1,5-a]pyridin-2-yl)amino)-6-((3-methoxy-1H-pyrazolo[3,4-b]pyridin-5-yl)oxy)-1-methyl-1H-imidazo[4,5-b]pyridine-7-carbonitrile